(4-((6-amino-7H-purin-7-yl)methyl)phenyl)boronic acid NC1=C2N(C=NC2=NC=N1)CC1=CC=C(C=C1)B(O)O